COP(O[C@@H]1N(CCC1)C1=NC2=C(C(=CC=C2C(=C1)N1C=NC=C1)Cl)Cl)=O phosphonic acid mono((S)-1-(7,8-dichloro-4-(1H-imidazol-1-yl) quinolin-2-yl) pyrrolidin-2-yl) methyl ester